5-nitro-1-Tetrahydropyran-2-yl-3-[4-[4-(2-tetrahydropyran-2-yloxyethyl)pyrazol-1-yl]pyrimidin-2-yl]indazole [N+](=O)([O-])C=1C=C2C(=NN(C2=CC1)C1OCCCC1)C1=NC=CC(=N1)N1N=CC(=C1)CCOC1OCCCC1